2-(cyclopropylmethyl)-5-fluoro-benzonitrile C1(CC1)CC1=C(C#N)C=C(C=C1)F